FC=1C=C(C=CC1)N1C[C@@H](CCC1)NC1=CN=NC(=C1)N1CCOCC1 (R)-N-(1-(3-fluorophenyl)piperidin-3-yl)-6-morpholinopyridazin-4-amine